C(CC)(=O)O[C@@H]1[C@H](O[C@@]([C@@H]1O)(C#N)C1=CC=C2C(=NC=NN21)NC([C@H](CC2=CC=C(C=C2)F)N)=O)CO (2R,3S,4R,5R)-5-(4-((S)-2-amino-3-(4-fluorophenyl)propanamido)pyrrolo[2,1-f][1,2,4]triazin-7-yl)-5-cyano-4-hydroxy-2-(hydroxymethyl)tetrahydrofuran-3-yl propionate